NC(C(=O)[O-])C1=CC=CC=2OC(OC21)(F)F.[Li+] lithium 2-amino-2-(2,2-difluorobenzo[d][1,3]dioxol-4-yl)acetate